C(C)(C)N(C1=CC=C2C=CC(OC2=C1)(C)C)C(C)C 7-(diisopropylamino)-2,2-dimethyl-2H-chromen